5-{6-[2-(2-Cyano-7-fluoro-4-methyl-indol-1-yl)-ethylamino]-pyrimidin-4-yl}-3-trifluoromethyl-thiophen C(#N)C=1N(C2=C(C=CC(=C2C1)C)F)CCNC1=CC(=NC=N1)C1=CC(=CS1)C(F)(F)F